(+-)-2-(4-methyl-3-cyclohexen-1-yl)-2-propanethiol CC1=CC[C@@H](CC1)C(C)(C)S |r|